NC1=C(CNC(OC(C)(C)C)=O)C=CC=C1Cl tert-butyl (2-amino-3-chlorobenzyl)carbamate